O1[C@@H](CC1)CN1C(=NC2=C1C=C(C=C2)C(=O)O)CN2CCC(CC2)C2=NC(=CC=C2)OCC2=CC=C1C=CC=NC1=C2 (S)-1-(oxetan-2-ylmethyl)-2-((4-(6-(quinolin-7-ylmethoxy)pyridin-2-yl)piperidine-1-yl)methyl)-1H-benzo[d]imidazole-6-carboxylic acid